CC=1C(=NC=C(C1)NC(C(=O)N1[C@H](CC[C@@H](C1)C)C1=CC=C(C=C1)C=1SC=CN1)=O)NC(OC(C)(C)C)=O |r| rac-tert-butyl N-[3-Methyl-5-[[2-[(2R,5S)-5-methyl-2-(4-thiazol-2-ylphenyl)-1-piperidyl]-2-oxo-acetyl]amino]-2-pyridyl]carbamate